methyl (2R,7aS)-2-((3-iodophenyl)amino)tetrahydro-1H-pyrrolizine-7a(5H)-carboxylate IC=1C=C(C=CC1)N[C@@H]1C[C@@]2(CCCN2C1)C(=O)OC